[(2,4,6-trifluorophenyl)methyl]-2H-pyrido[2,1-f][1,2,4]triazine-7-carboxamide FC1=C(C(=CC(=C1)F)F)CC1NN2C(=CN1)C=CC(=C2)C(=O)N